BrCCCCCCCCCCC1=C(C(=C(C(=C1)C)O)OC)OC (10-bromodecyl)-2,3-dimethoxy-6-methyl-phenol